N1=C(C=CC=C1)CNC(C1=CC=C(C(=O)N)C=C1)=O N4-(pyridin-2-ylmethyl)terephthalamide